C(C)SC1=CC=2N(C3=CC=CC=C3SC2C=C1)CCCN1CCN(CC1)C 2-(ethylthio)-10-[3-(4-methylpiperazin-1-yl)propyl]-10H-phenothiazine